N(C(=O)OCC)[SiH3] urethanylsilane